ClC1=CC=C(S1)CNC1=C(C(=NN1C(C(CO)(C)C)=O)C1C(C(N(C1)C(=O)N1CCOCC1)=O)C)OC 4-(5-{[(5-chlorothiophen-2-yl)methyl]amino}-1-(3-hydroxy-2,2-dimethylpropanoyl)-4-methoxy-1H-pyrazol-3-yl)-3-methyl-1-(morpholine-4-carbonyl)pyrrolidin-2-one